N-(5-((4-chlorobenzyl)oxy)-1,3,4-thiadiazol-2-yl)-6-cyano-4-morpholinonicotinamide ClC1=CC=C(COC2=NN=C(S2)NC(C2=CN=C(C=C2N2CCOCC2)C#N)=O)C=C1